bisindolyl-naphthoquinone N1C(=CC2=CC=CC=C12)C1=C(C(C2=CC=CC=C2C1=O)=O)C=1NC2=CC=CC=C2C1